(S)-N-Cyclohexyl-4-(3-(2,4-difluoro-3-hydroxy-5-(trifluoromethyl)phenyl)-1-methyl-1H-pyrazolo[3,4-d]pyrimidin-6-yl)morpholine-3-carboxamide C1(CCCCC1)NC(=O)[C@H]1N(CCOC1)C1=NC=C2C(=N1)N(N=C2C2=C(C(=C(C(=C2)C(F)(F)F)F)O)F)C